(E)-1-allyl-2-(4-bromobenzylidene)-1-phenylhydrazine C(C=C)N(/N=C/C1=CC=C(C=C1)Br)C1=CC=CC=C1